BrC=1C=C(C=C2C(N(C(=NC12)C1CC1)C)=O)C 8-bromo-2-cyclopropyl-3,6-dimethylquinazolin-4(3H)-one